O[C@@]1(N(CCC1)CCC1=CC=C(C=C1)C1=C(N=CS1)CO)C(=O)[NH-] (1R)-2-hydroxy-1-{4-[4-(hydroxymethyl)-1,3-thiazol-5-yl]Phenyl-ethyl}L-prolylamide